C1(CC1)CN1C(=NC2=C1C=1OC(=CC(C1C=C2)=O)C2=CC=C(C#N)C=C2)C(F)(F)F 4-(1-(cyclopropylmethyl)-6-oxo-2-(trifluoromethyl)-1,6-dihydrochromeno[7,8-d]imidazol-8-yl)benzonitrile